COCC1(C(N(CC1)C1=CC=C(C=C1)OC)=O)CNC1=NC=C(C=2N=CN(C(C21)=O)C)C2=CC=C(C=C2)C(F)(F)F 5-(((3-(methoxymethyl)-1-(4-methoxyphenyl)-2-oxopyrrolidin-3-yl)methyl)amino)-3-methyl-8-(4-(trifluoromethyl)phenyl)pyrido[4,3-d]pyrimidin-4(3H)-one